1-(2-(dimethylamino)ethyl)-N1,N2-dimethyl-4-nitrobenzene-1,2-diamine CN(CCC1(C(C=C(C=C1)[N+](=O)[O-])NC)NC)C